C(CCC)C1=CC=C(C(=O)C2=CC3=C(C=C2[N+](=O)[O-])OCO3)C=C1 1-(4-butylbenzoyl)-3,4-methylenedioxy-6-nitrobenzene